N1(CC[C@@H]2CNCC[C@@H]21)C2=CC1=C(C[C@H](CO1)NC(=O)C1=C(C=3C(=NC(=CC3)C)S1)N)C=C2 N-[(3R)-7-[(3aR,7aS)-octahydro-1H-pyrrolo[3,2-c]pyridin-1-yl]-3,4-dihydro-2H-1-benzopyran-3-yl]-3-amino-6-methylthieno[2,3-b]pyridine-2-carboxamide